OC(C[N+](C)(C)C)C N-(2-Hydroxypropyl)-N,N,N-trimethylammonium